ClC1=C(C(=NN1C)C1=NC(=CC=C1)OCC)C=O 5-Chloro-3-(6-ethoxypyridin-2-yl)-1-methyl-1H-pyrazole-4-carbaldehyde